C[C@H]1[C@H](CNC1)NC(OC(C)(C)C)=O tert-butyl N-[(3R,4R)-4-methylpyrrolidin-3-yl]carbamate